N-(2,2-difluoroethyl)-2-(5-hydroxy-6-oxo-1,6-dihydropyrimidin-4-yl)-3-(4-((2-methylpyrimidin-5-yl)ethynyl)phenyl)propanamide FC(CNC(C(CC1=CC=C(C=C1)C#CC=1C=NC(=NC1)C)C=1N=CNC(C1O)=O)=O)F